C(C)OC(=O)N1CC2(CC(C2)N2CCC(CC2)N(CC2=CN=CO2)C(C)=O)CC1 2-{4-[acetyl-(1,3-oxazol-5-ylmethyl)amino]piperidin-1-yl}-6-azaspiro[3.4]octane-6-carboxylic acid ethyl ester